CN(C(OC1=CC2=C(CN(C(O2)=O)CC2=CC(=CC=C2)[N+](=O)[O-])C=C1)=O)C 3-(3-nitrobenzyl)-2-oxo-3,4-dihydro-2H-benzo[e][1,3]oxazin-7-yl dimethylcarbamate